NC1=C(C=CC(=C1)F)NC(/C=C/C=1C=C2CCC(C2=CC1)N(C(OC(C)(C)C)=O)CCC1=CC=C(C=C1)OC)=O tert-butyl (E)-(5-(3-((2-amino-4-fluorophenyl)amino)-3-oxoprop-1-en-1-yl)-2,3-dihydro-1H-inden-1-yl)(4-methoxyphenethyl)carbamate